OCCC1CC(N(C1)C=1C=CC=2OCC(N(C2N1)CC1=CC=C(C=C1)OC)=O)=O 6-(4-(2-Hydroxyethyl)-2-oxopyrrolidin-1-yl)-4-(4-methoxybenzyl)-2H-pyrido[3,2-b][1,4]oxazin-3(4H)-one